1,3-dimethyl-1,5-dihydro-2h-pyrrole CN1CC(=CC1)C